N-((1R,2R,4S)-7-cyano-7-azabicyclo[2.2.1]heptan-2-yl)-1-(6-phenyl-2-pyridinyl)-1H-indazole-5-carboxamide C(#N)N1[C@H]2[C@@H](C[C@@H]1CC2)NC(=O)C=2C=C1C=NN(C1=CC2)C2=NC(=CC=C2)C2=CC=CC=C2